TRANS-{4-methyl-2-[6-methyl-3-(2H-1,2,3-triazol-2-yl)pyridine-2-carbonyl]-2-azabicyclo[3.1.1]heptan-3-yl}methanamine CC1C(N(C2CC1C2)C(=O)C2=NC(=CC=C2N2N=CC=N2)C)CN